5-(cyclopropylmethyl)-N5-phenyl-[1,2,4]triazolo[4,3-a]quinazolin-5,8-diamine C1(CC1)CC1(N=C2N(C3=CC(=CC=C13)N)CN=N2)NC2=CC=CC=C2